(R)-1-(3,5-dihydro-4-METHYLPHENYL)-1-hydroxyhept-5E-en-2-one CC1CCC(=CC1)[C@H](C(CC\C=C\C)=O)O